3-fluoro-2-isopropylphenol FC=1C(=C(C=CC1)O)C(C)C